OC1=C(C=CC(=C1)C#C)C1=C(N=C(N=N1)NC(CNC)=O)C1CC1 N-(6-(2-hydroxy-4-ethynylphenyl)-5-cyclopropyl-1,2,4-triazine-3-yl)-2-(methylamino)acetamide